di(glycidyloxy)naphthalene C(C1CO1)OC1=C(C2=CC=CC=C2C=C1)OCC1CO1